3-(3-bromo-4-(3,3-dimethylpiperazin-1-yl)phenyl)-1-(3,5-dichlorophenyl)-2,3-dihydroquinazolin-4(1H)-one BrC=1C=C(C=CC1N1CC(NCC1)(C)C)N1CN(C2=CC=CC=C2C1=O)C1=CC(=CC(=C1)Cl)Cl